(S,E)-5-Fluoro-3-(7-(2-(hydroxymethyl)-4-(methoxyimino)pyrrolidine-1-carbonyl)benzo[d][1,3]dioxol-4-yl)-2-methylbenzonitrile FC=1C=C(C(=C(C#N)C1)C)C1=CC=C(C=2OCOC21)C(=O)N2[C@@H](C\C(\C2)=N/OC)CO